N1CCC2C1CNCC2 octahydro-2H-pyrrolo[2,3-c]pyridine